3,8a-dihydroimidazo[1,5-a]pyridine C1=NCN2C1C=CC=C2